2,3-dimethylcyclopropylcarboxylic acid CC1C(C1C)C(=O)O